o-phenylenedimaleimide C1(=C(C=CC=C1)C=1C(=O)NC(C1)=O)C=1C(=O)NC(C1)=O